O=C1NC(CCC1N1C(C2=CC=CC(=C2C1=O)NCC1=C(C=C(C=C1)CN1CCN(CC1)S(=O)(=O)C(C)C)F)=O)=O 2-(2,6-dioxopiperidin-3-yl)-4-(2-fluoro-4-((4-(isopropylsulfonyl)piperazin-1-yl)methyl)benzylamino)isoindoline-1,3-dione